C(C1=CC=CC=C1)N1N=C(C(C(=C1)OCC1=CC=CC=C1)=O)C(=O)O 1-benzyl-5-(benzyloxy)-4-oxo-1,4-dihydropyridazine-3-carboxylic acid